1-bromo-4-fluoro-2,3-dimethylbenzene BrC1=C(C(=C(C=C1)F)C)C